BrC=1SC(=C(N1)C[C@@H](C(=O)OCC)NC([C@H](C(C)C)N(C(=O)[C@@H]1[C@H](N(CC1)C(=O)OC(C)(C)C)C=C)C)=O)C=C tert-butyl (2R,3S)-3-(((S)-1-(((S)-3-(2-bromo-5-vinylthiazol-4-yl)-1-ethoxy-1-oxopropan-2-yl)amino)-3-methyl-1-oxobutan-2-yl)(methyl)carbamoyl)-2-vinylpyrrolidine-1-carboxylate